BrC1=CC(=CC=2N=C3COC[C@H](N3C21)C)C(=O)O (R)-6-bromo-4-methyl-3,4-dihydro-1H-benzo[4,5]imidazo[2,1-c][1,4]oxazine-8-carboxylic acid